(3R,6R,8S,10S,13S,14S)-17-Ethylidene-3,13-dimethylhexadecahydro-6,10-(epoxymethano)cyclopenta[a]phenanthren-3-ol C(C)=C1CC[C@H]2[C@@H]3C[C@@H]4C5C[C@@](CC[C@@]5(C3CC[C@]12C)CO4)(O)C